CC(CCCCCC(=O)O)CC(C)(C)C 7,9,9-trimethyldecanoic acid